(2-(benzo[c][1,2,5]oxadiazol-5-ylmethoxy)-5-chloro-4-((2-chloro-4'-fluoro-[1,1'-biphenyl]-3-yl)methoxy)benzyl)-D-serine N=1ON=C2C1C=CC(=C2)COC2=C(CN[C@H](CO)C(=O)O)C=C(C(=C2)OCC=2C(=C(C=CC2)C2=CC=C(C=C2)F)Cl)Cl